5-(1-(2,2-Difluoroethyl)-2-methyl-1H-imidazo[4,5-b]pyridin-6-yl)-N-((3R,4S)-3-fluoro-1-methylpiperidin-4-yl)pyrrolo[2,1-f][1,2,4]triazin-2-amine FC(CN1C(=NC2=NC=C(C=C21)C=2C=CN1N=C(N=CC12)N[C@@H]1[C@@H](CN(CC1)C)F)C)F